N1=C(C=CC=C1)CN[C@@H](CCO[C@@H]1C[C@H](C1)CCC1=NC=2NCCCC2C=C1)C(=O)O N-picolyl-O-(trans-3-(2-(5,6,7,8-tetrahydro-1,8-naphthyridin-2-yl)ethyl)cyclobutyl)homoserine